CO[C@H]1COCC[C@H]1NCC#C (3R,4R)-3-methoxy-N-(prop-2-yn-1-yl)tetrahydro-2H-pyran-4-amine